BrC1=C(C(=CC=C1)Cl)C1=CC=NC2=CC(=CC=C12)O[C@@H](C(=O)N1C[C@H](CCC1)CC(=O)O)C 2-[(3R)-1-[(2R)-2-[[4-(2-bromo-6-chloro-phenyl)-7-quinolyl]oxy]propanoyl]-3-piperidyl]acetic acid